COC1=C(CNS(=O)(=O)CC2(CN(C2)C(=O)OC(C)(C)C)O)C=CC(=C1)OC tert-Butyl 3-((N-(2,4-dimethoxybenzyl)sulfamoyl)methyl)-3-hydroxyazetidine-1-carboxylate